CN(C(=O)NC1=NOC(=C1)C(C(F)(F)F)(C)C)C1CC2(CN(C2)C(=O)C=2C=NN3C2SC=C3)C1 1-methyl-1-(2-(pyrazolo[5,1-b]thiazole-7-carbonyl)-2-azaspiro[3.3]heptan-6-yl)-3-(5-(1,1,1-trifluoro-2-methylpropan-2-yl)isoxazol-3-yl)urea